C(C1CO1)OC(C1=CC=C(C(=O)OCC2CO2)C=C1)=O Bis(2,3-epoxypropyl)terephthalat